(S)-8-(4-chloro-3,5-difluoro-1H-indole-2-carbonyl)hexahydropyrazino[2,1-c][1,4]oxazin-4(3H)-one ClC1=C2C(=C(NC2=CC=C1F)C(=O)N1C[C@H]2COCC(N2CC1)=O)F